2-fluoro-3-(1,1,2,2,3,3,3-heptafluoropropyl)-2-[1,2,2,2-tetrafluoro-1-(trifluoromethyl)ethyl]-3-(trifluoromethyl)tetrahydrofuran FC1(OCCC1(C(F)(F)F)C(C(C(F)(F)F)(F)F)(F)F)C(C(F)(F)F)(C(F)(F)F)F